3-[6-cyano-2-(trans-4-ethylcyclohexyl)-1H-benzimidazol-1-yl]-N-cyclohexyl-N-ethylpropanamide C(#N)C=1C=CC2=C(N(C(=N2)[C@@H]2CC[C@H](CC2)CC)CCC(=O)N(CC)C2CCCCC2)C1